9-((tert-butyldimethylsilyl)oxy)-3-azaspiro[5.5]undecane [Si](C)(C)(C(C)(C)C)OC1CCC2(CCNCC2)CC1